tert-butyl 4-(2-aminopyrimidin-4-yl)piperidine-1-carboxylate NC1=NC=CC(=N1)C1CCN(CC1)C(=O)OC(C)(C)C